dioxirane palladium chloride [Pd](Cl)Cl.O1OC1